Benzyl 3-(methylsulfonyloxymethyl)azetidine-1-carboxylate CS(=O)(=O)OCC1CN(C1)C(=O)OCC1=CC=CC=C1